N1C(=CC2=CC=CC=C12)NC1CCC(CC1)=O 4-(indolylamino)cyclohexanone